[H+].C1=CC(=C(N=C1)C(=O)[O-])C(=O)[O-] The molecule is a carboxypyridinecarboxylate that is the conjugate base of quinolinic acid. It has a role as a human metabolite and a mouse metabolite. It is a carboxypyridinecarboxylate and a quinolinate. It is a conjugate base of a quinolinic acid. It is a conjugate acid of a quinolinate(2-).